COC(=O)C12CC(C1)(C2)C=2SC(=C(N2)C(F)(F)F)C 3-(5-methyl-4-(trifluoromethyl)thiazol-2-yl)bicyclo[1.1.1]Pentane-1-carboxylic acid methyl ester